ClC1=CC=C(C[Mg]Br)C=C1 4-Chlorobenzyl-magnesium bromide